8-chloro-N4-(3-(piperidin-1-yl)propyl)-N2-(4-(trifluoromethoxy)phenyl)quinoline-2,4-diamine ClC=1C=CC=C2C(=CC(=NC12)NC1=CC=C(C=C1)OC(F)(F)F)NCCCN1CCCCC1